ClC1=NC=NC2=CC(=CC=C12)C#N 4-chloroquinazolin-7-carbonitrile